(E)-2-fluoro-3-phenylbut-2-enoic acid ethyl ester C(C)OC(/C(=C(/C)\C1=CC=CC=C1)/F)=O